OC(CCCC1=CCC(CC1)C=O)(C)C 4-(4-hydroxy-4-methylpentyl)-cyclohex-3-ene-1-carbaldehyde